2-fluoro-6-(methylsulfonamido)benzoic Acid FC1=C(C(=O)O)C(=CC=C1)NS(=O)(=O)C